C(CCCCCCC\C=C/C\C=C/CCCCC)(=O)[O-].[Na+] Natrium linoleat